C(C)(C)(C)NC(=O)NC=1C=C2CN(C(N(C2=CC1)[C@H](C)C1=CC=C(C=C1)Cl)=O)C (R)-1-(tert-butyl)-3-(1-(1-(4-chlorophenyl)ethyl)-3-methyl-2-oxo-1,2,3,4-tetrahydroquinazolin-6-yl)urea